C(#N)C1(CC1)C=1C=C(C(=O)NC(C)C2=NC=CN=C2N2N=CC=N2)C=C(C1)C(F)(F)F 3-(1-cyanocyclopropyl)-N-[1-[3-(triazol-2-yl)pyrazin-2-yl]ethyl]-5-(trifluoromethyl)benzamide